CC1=C(C(=CC(=C1)N1CCOCC1)C)NC(CCCC)=O Pentanoic acid (2,6-dimethyl-4-morpholin-4-yl-phenyl)-amide